N-(cis-2-(biphenyl-3-ylmethyl)-1-isobutyrylpyrrolidin-3-yl)methanesulfonamide C1(=CC(=CC=C1)C[C@@H]1N(CC[C@@H]1NS(=O)(=O)C)C(C(C)C)=O)C1=CC=CC=C1